(2-{[2-(dimethylamino)ethyl](methyl)amino}ethyl)dimethylamine CN(CCN(CCN(C)C)C)C